2-fluoro-7,8,9,10-tetrahydro-5H-pyrazino[1,2-a]pyrido[3,4-e]pyrazine FC1=CC2=C(NC=C3N2CCNC3)C=N1